C[C@H]1COCCN1C=1C2=C(N=CN1)SC(=N2)N (S)-7-(3-methylmorpholino)thiazolo[5,4-d]Pyrimidine-2-amine